CC1(OB(OC1(C)C)C1=CC=2C(NCCC2N1)=O)C 2-(4,4,5,5-tetramethyl-1,3,2-dioxaborolan-2-yl)-1H,5H,6H,7H-pyrrolo[3,2-c]pyridine-4-one